N-(1'-(6-((3aR,6aS)-hexahydropyrrolo[3,4-c]pyrrol-2(1H)-yl)-4-methylpyridin-2-yl)-1',2'-dihydrospiro[cyclopropane-1,3'-pyrrolo[3,2-c]pyridin]-6'-yl)acetamide C1N(C[C@@H]2[C@H]1CNC2)C2=CC(=CC(=N2)N2CC1(C=3C=NC(=CC32)NC(C)=O)CC1)C